ClCCN1CCC(CC1)C 1-(2-chloroethyl)-4-methylpiperidine